((2-(2-cyanopyridin-4-yl)-6-(cyclobutylmethyl)-4-fluorophenyl)carbamoyl)-4-(2-hydroxypropan-2-yl)furan-2-sulfonimidamide C(#N)C1=NC=CC(=C1)C1=C(C(=CC(=C1)F)CC1CCC1)NC(=O)C1=C(OC=C1C(C)(C)O)S(=O)(N)=N